{4-chloro-1-methyl-1H-pyrazolo[4,3-c]quinolin-7-yl}methanol ClC1=NC=2C=C(C=CC2C2=C1C=NN2C)CO